aminophenylalanine format C(=O)O.NN[C@@H](CC1=CC=CC=C1)C(=O)O